N#[V] Vanadium nitride